(S)-2-((((9H-fluoren-9-yl)methoxy)carbonyl)amino)-3-(5-chloro-2-(thiazol-5-yl)phenyl)propanoic acid C1=CC=CC=2C3=CC=CC=C3C(C12)COC(=O)N[C@H](C(=O)O)CC1=C(C=CC(=C1)Cl)C1=CN=CS1